tert-butyl 2-(11-iodo-3-methylpyrimido[4',5':6,7]cyclohepta[1,2-f]indazol-9(5H)-yl)acetate IC1=NN(C=2C=C3C(=CC12)C1=C(CC=C3)N=C(N=C1)C)CC(=O)OC(C)(C)C